(2,5,7-trimethyl-1H-indol-3-yl)-acetic acid CC=1NC2=C(C=C(C=C2C1CC(=O)O)C)C